3-(4-hydroxyphenyl)propionic acid methyl ester COC(CCC1=CC=C(C=C1)O)=O